(2-phenylbutyrylamino)-N-(4-fluorobenzyl)thiophene-3-carboxamide C1(=CC=CC=C1)C(C(=O)NC=1SC=CC1C(=O)NCC1=CC=C(C=C1)F)CC